C(C)(C)(C)OC(=O)C1=CC=NC2=CC=C(C=C12)NCCC1(CCCC1)O 6-((2-(1-hydroxycyclopentyl)ethyl)amino)quinoline-4-carboxylic acid tert-butyl ester